C(=O)C=1C=C(C(N(C1)CC(F)(F)F)=O)C(=O)NC1=CC(=CC=C1)C(CC1=NN=CN1C)(C)C 5-formyl-N-(3-(2-methyl-1-(4-methyl-4H-1,2,4-triazol-3-yl)propan-2-yl)phenyl)-2-oxo-1-(2,2,2-trifluoroethyl)-1,2-dihydropyridine-3-carboxamide